FC(C(=O)NC1=CC=CC=C1)(Br)F difluorobromoacetanilide